3-(4-chlorophenyl)-3-(4-sulfonylaminobenzoylamino)propionic acid sodium salt [Na+].ClC1=CC=C(C=C1)C(CC(=O)[O-])NC(C1=CC=C(C=C1)N=S(=O)=O)=O